IC=1SC(=CC1)I 2,5-diiodothiophene